1-[3-(4-Chloro-2-isopropyl-2H-pyrazol-3-yl)-4-methoxy-phenyl]-3-(3,4-difluoro-phenyl)-urea ClC1=C(N(N=C1)C(C)C)C=1C=C(C=CC1OC)NC(=O)NC1=CC(=C(C=C1)F)F